2-[[2,3,6,7-tetrahydro-7-[2-(4-methoxyphenyl)ethyl]-1,3-dimethyl-2,6-dioxo-1H-purin-8-yl]thio]-butanoic acid COC1=CC=C(C=C1)CCN1C(=NC=2N(C(N(C(C12)=O)C)=O)C)SC(C(=O)O)CC